3-[[4-[3-(tert-Butoxycarbonylamino)-1-methyl-propyl]-6-(2,6-dimethylphenyl)pyrimidin-2-yl]sulfamoyl]benzoic acid C(C)(C)(C)OC(=O)NCCC(C)C1=NC(=NC(=C1)C1=C(C=CC=C1C)C)NS(=O)(=O)C=1C=C(C(=O)O)C=CC1